6-(3-amino-2,6-difluorophenyl)-5-fluoro-N-methylimidazo[1,5-a]pyridine-1-carboxamide NC=1C(=C(C(=CC1)F)C=1C=CC=2N(C1F)C=NC2C(=O)NC)F